(1R)-1-(4-fluorophenyl)ethanol tert-Butyl-3-(1-(2-amino-4-fluorophenyl)-1H-pyrrolo[2,3-c]pyridine-3-carbonyl)azetidine-1-carboxylate C(C)(C)(C)C1N(CC1C(=O)C1=CN(C2=CN=CC=C21)C2=C(C=C(C=C2)F)N)C(=O)O[C@H](C)C2=CC=C(C=C2)F